triphenyl(3''-(4,4,5,5-tetramethyl-1,3,2-dioxaborolan-2-yl)-[1,1':3',1''-terphenyl]-3-yl)silane C1(=CC=CC=C1)[Si](C=1C=C(C=CC1)C1=CC(=CC=C1)C1=CC(=CC=C1)B1OC(C(O1)(C)C)(C)C)(C1=CC=CC=C1)C1=CC=CC=C1